[I-].O=C[C@@H](O)[C@H](O)[C@H](O)[C@@H](O)CO L-galactose iodide